N-(6-benzyl-pyridazin-3-yl)-2-bromopropionamide C(C1=CC=CC=C1)C1=CC=C(N=N1)NC(C(C)Br)=O